ClC=1C=C(C=CC1)N1C(=NC(=C1)CCC(NC1=CC=CC=C1)=O)C1=C(C(=O)N)C=CC=C1C=1C=NNC1 (1-(3-chlorophenyl)-4-(3-oxo-3-(phenylamino)propyl)-1H-imidazol-2-yl)-3-(1H-pyrazol-4-yl)benzamide